C1(CCC1)CS(=O)(=O)C=1C=CC(=NC1)N 5-((cyclobutylmethyl)sulfonyl)pyridin-2-amine